imidazo[1,2-a]pyridine-7-amide N=1C=CN2C1C=C(C=C2)C(=O)N